FC1=CC=C(C=C1)C=1C=C(C=NC1)N1CCC(CC1)C(=O)NC1(CCN2CCC1CC2)C 1-(5-(4-fluorophenyl)pyridin-3-yl)-N-(4-methyl-1-azabicyclo[3.2.2]non-4-yl)piperidine-4-carboxamide